2-[2-(aminomethyl)-3,3-difluoro-allyl]-4-[[5-(1,3-benzodioxol-5-yl)benzothien-2-yl]methyl]-1,2,4-triazol-3-one NCC(CN1N=CN(C1=O)CC=1SC2=C(C1)C=C(C=C2)C2=CC1=C(OCO1)C=C2)=C(F)F